Cl(=O)(=O)(=O)O.CC1=C(C(=CC=C1)C)C1C2=CC=CC=C2N(C=2C=CC=CC12)C 9-(2,6-dimethylphenyl)-10-methylacridine perchlorate